CC=1C=CC(=NC1)N1N=NC=C1 5-methyl-2-(1H-1,2,3-triazol-1-yl)pyridine